16-METHYL-AZACYCLOHEXADECAN-2-ON CC1CCCCCCCCCCCCCC(N1)=O